tert-butyl 2-methyl-3-oxo-6-((4-(4-(trifluoromethyl)piperidin-1-yl)phenyl) amino)-2,3-dihydro-1H-indazole-1-carboxylate CN1N(C2=CC(=CC=C2C1=O)NC1=CC=C(C=C1)N1CCC(CC1)C(F)(F)F)C(=O)OC(C)(C)C